(S)-4-amino-N-ethyl-3-methyl-N-(6-(trifluoromethyl)-2,3-dihydrobenzofuran-3-yl)imidazo[1,5-a]quinoxaline-8-carboxamide NC=1C=2N(C3=CC(=CC=C3N1)C(=O)N([C@@H]1COC3=C1C=CC(=C3)C(F)(F)F)CC)C=NC2C